(E)-(1-(4-(dimethylamino)but-2-enoyl)-3-fluoroazetidin-3-yl)methyl 4-((5-(3,6-dihydro-2H-pyran-4-yl)-3-isopropylpyrazolo[1,5-a]pyrimidin-7-yl)amino)piperidine-1-carboxylate O1CCC(=CC1)C1=NC=2N(C(=C1)NC1CCN(CC1)C(=O)OCC1(CN(C1)C(\C=C\CN(C)C)=O)F)N=CC2C(C)C